cyclopentadienyl-(2,7-di-tert-butyl-fluorenyl)zirconium dichloride [Cl-].[Cl-].C1(C=CC=C1)[Zr+2]C1=C(C=CC=2C3=CC=C(C=C3CC12)C(C)(C)C)C(C)(C)C